O[C@@H]1[C@@H](CSC1)NC(=O)C=1C(N(N=C(C1)C1=CC=C(C=C1)C(F)(F)F)C=1C=NC=CC1)=O (+)-N-[(cis)-4-hydroxytetra-hydrothiophen-3-yl]-3-oxo-2-(pyridin-3-yl)-6-[4-(trifluoromethyl)phenyl]-2,3-dihydropyridazine-4-carboxamide